C(C)OC(=O)C1CCC2CCCC12 octahydro-pentalene-1-carboxylic acid ethyl ester